1,3,3,5,5-pentamethyl-cyclohexylamine CC1(CC(CC(C1)(C)C)(C)C)N